CCC.[NH4+] ammonium propane